ClCC(=O)C=1C=CC2=C(NC(CO2)=O)C1 6-(chloroacetyl)-2H-1,4-benzoxazin-3(4H)-one